N-(4-(4-(2-(3-oxa-8-azabicyclo[3.2.1]octan-8-yl)-6-methylpyrimidin-4-yl)-1H-1,2,3-triazol-1-yl)-3-(6-azaspiro[2.5]octan-6-yl)phenyl)-2-hydroxyethane-1-sulfonamide C12COCC(CC1)N2C2=NC(=CC(=N2)C=2N=NN(C2)C2=C(C=C(C=C2)NS(=O)(=O)CCO)N2CCC1(CC1)CC2)C